tert-butyl 3-(4-cyano-3-fluorophenyl)azetidine-1-carboxylate C(#N)C1=C(C=C(C=C1)C1CN(C1)C(=O)OC(C)(C)C)F